N-(4-cyano-2-fluorophenyl)-5-(3,5-difluoropyridin-2-yl)-1H-pyrrole-3-sulfonamide C(#N)C1=CC(=C(C=C1)NS(=O)(=O)C1=CNC(=C1)C1=NC=C(C=C1F)F)F